C(#N)C1=CC=C(C=C1)NC=1N=C(C2=C(N1)CCN(C2)C(=O)N2CCN(CC2)C)OC2=C(C=C(C#N)C=C2C)C 4-({2-[(4-cyanophenyl)amino]-6-(4-methylpiperazin-1-carbonyl)-5H,6H,7H,8H-pyrido[4,3-d]pyrimidin-4-yl}oxy)-3,5-dimethylbenzonitrile